CC=1C=C(C=C(C1)C1=CC=CC=C1)C[C@@H]1N(CCC[C@@H]1NS(=O)(=O)C)C(=O)OC methyl cis-2-((5-methylbiphenyl-3-yl)methyl)-3-((methylsulfonyl)amino)piperidine-1-carboxylate